C(C)OC1=C(C=C(C=C1)C(C)=O)C(F)(F)F 1-[4-ethoxy-3-(trifluoromethyl)phenyl]ethanone